COC1CNCC1OC 3,4-dimethoxypyrrolidin